1,2-Bis(3-mercaptopropylthio)ethan SCCCSCCSCCCS